(5'S,7a'R)-3-[(5-chloropyridin-3-yl)oxy]-5'-phenyltetrahydro-3'H-spiro[cyclobutane-1,2'-pyrrolo[2,1-b][1,3]oxazol]-3'-one ClC=1C=C(C=NC1)OC1CC2(C(N3[C@H](O2)CC[C@H]3C3=CC=CC=C3)=O)C1